5-Chloro-3-fluoro-2-(5-(4-(methylsulfonyl)piperazin-1-yl)-1H-pyrazolo[3,4-c]pyridine-1-yl)pyridine-4-ol ClC=1C(=C(C(=NC1)N1N=CC=2C1=CN=C(C2)N2CCN(CC2)S(=O)(=O)C)F)O